5-[(4R,10bS)-8-[[(3S,4S)-4-fluoropyrrolidin-3-yl]amino]-4-methyl-3,4,6,10b-tetrahydro-1H-pyrazino[2,1-a]isoindol-2-yl]quinoline-8-carbonitrile F[C@@H]1[C@H](CNC1)NC=1C=C2CN3[C@@H](C2=CC1)CN(C[C@H]3C)C3=C1C=CC=NC1=C(C=C3)C#N